ethyl 2-[8-[4-[8-chloro-7-[2-methyl-3-(2-trimethylsilylethoxymethyl)benzimidazol-5-yl]oxy-quinoxalin-2-yl]pyrazol-1-yl]-1,4-dioxaspiro[4.5]decan-8-yl]acetate ClC=1C(=CC=C2N=CC(=NC12)C=1C=NN(C1)C1(CCC2(OCCO2)CC1)CC(=O)OCC)OC1=CC2=C(N=C(N2COCC[Si](C)(C)C)C)C=C1